5-bromo-2-chloro-3-((1-((2,4-dimethyl-6-oxo-1,6-dihydro-pyrimidin-5-yl)methyl)-6-oxo-4-(perfluoroethyl)-1,6-dihydro-pyrimidin-5-yl)oxy)benzonitrile BrC=1C=C(C(=C(C#N)C1)Cl)OC1=C(N=CN(C1=O)CC1=C(N=C(NC1=O)C)C)C(C(F)(F)F)(F)F